ClC1=C(C=CC=C1)[C@@H]([C@H](C)C=1N(C(C(=C(N1)C(=O)NC=1C=NOC1)O)=O)C)C=1C(=NN(C1)C)C#N 2-((1s,2s)-1-(2-chlorophenyl)-1-(3-cyano-1-methyl-1H-pyrazol-4-yl)propan-2-yl)-5-hydroxy-N-(isoxazol-4-yl)-1-methyl-6-oxo-1,6-dihydropyrimidine-4-carboxamide